CO[C@@H]1CC[C@H](CC1)CCC12CCC(CC1)N2C(=O)[O-] 4-(2-(trans-4-methoxycyclohexyl)ethyl)-7-azabicyclo[2.2.1]heptane-7-carboxylate